ClC=CCON1C(C2=CC=CC=C2C1=O)=O 2-(3-chloroallyloxy)isoindoline-1,3-dione